(S)-1-(4,7-difluorobenzofuran-5-yl)-N-methylpropan-2-amine FC1=C(C=C(C2=C1C=CO2)F)C[C@H](C)NC